di-tert-butyl phosphonate P(OC(C)(C)C)(OC(C)(C)C)=O